N1=CN=CC=C1C(=O)N pyrimidine-6-carboxamide